N-(2-(sec-butoxy)quinolin-6-yl)-3-hydroxy-4-methoxypicolinamide C(C)(CC)OC1=NC2=CC=C(C=C2C=C1)NC(C1=NC=CC(=C1O)OC)=O